C(CC)SC=1NC(C2=C(N1)NC(CC2C2=CC=C(C=C2)C(F)(F)F)=O)=O 2-propylmercapto-5-(4-trifluoromethylphenyl)-5,6-dihydropyrido[2,3-d]pyrimidine-4,7(3H,8H)-dione